C(C)(C)(C)OC(=O)N1[C@H](C=2N(C[C@H]1C)N=C(C2)C#N)C.C(C)(C)N2CC1(C2)CCN(CC1)C=1C=CC=NC1 5-(2-isopropyl-2,7-diazaspiro[3.5]nonan-7-yl)pyridin tert-butyl-(4S,6R)-2-cyano-4,6-dimethyl-6,7-dihydro-4H-pyrazolo[1,5-a]pyrazine-5-carboxylate